FC=1C=CC(=C2C=C(C(=CC12)C(=O)N)OC)O 8-fluoro-5-hydroxy-3-methoxy-2-naphthamide